(S)-1-(3-(difluoromethoxy)phenyl)-N-(3-methyl-1,1-dioxidotetrahydrothiophen-3-yl)-3-propyl-1H-pyrazolo[3,4-b]pyridine-5-carboxamide FC(OC=1C=C(C=CC1)N1N=C(C=2C1=NC=C(C2)C(=O)N[C@@]2(CS(CC2)(=O)=O)C)CCC)F